2,3-Dimethoxy-9-(4-(trifluoromethyl)phenyl)dibenzo[b,e]Oxepin-11(6H)-one COC1=CC2=C(OCC3=C(C2=O)C=C(C=C3)C3=CC=C(C=C3)C(F)(F)F)C=C1OC